ClC1=CC=C(C=C1)C(C#N)(C)C 2-(4-chlorophenyl)-2-methyl-propionitrile